6-(6-(4-(2-((2-((3r,5r,7r)-adamantan-1-yl)ethyl)amino)ethyl)piperazin-1-yl)pyridin-3-yl)-N-((4,6-dimethyl-2-oxo-1,2-dihydropyridin-3-yl)methyl)-1-isopropyl-1H-indazole-4-carboxamide C12(CC3CC(CC(C1)C3)C2)CCNCCN2CCN(CC2)C2=CC=C(C=N2)C=2C=C(C=3C=NN(C3C2)C(C)C)C(=O)NCC=2C(NC(=CC2C)C)=O